[N-(spiro-9,9'-bifluoren-2-yl)-N-phenylamino]biphenyl C1=C(C=CC=2C3=CC=CC=C3C3(C4=CC=CC=C4C4=CC=CC=C43)C12)N(C1=CC=CC=C1)C1=C(C=CC=C1)C1=CC=CC=C1